N[C@@H](CCC(=O)N[C@@H](CC1=CNC=N1)C(=O)O)C(=O)O gamma-glutamyl-histidine